(S)-2-(5-chloro-4-(4-chlorophenyl)-2-oxo-3-(3,3,3-trifluoro-2-hydroxypropyl)-2,3-dihydro-1H-imidazol-1-yl)ethylenimine ClC1=C(N(C(N1[C@@H]1NC1)=O)CC(C(F)(F)F)O)C1=CC=C(C=C1)Cl